OC1=C(C=O)C(=CC=C1)CCN(C)C1=NC=CC(=N1)NC=1N=CC2=C(C=CC(=C2C1)C(C)C)N1CC(C1)CS(=O)(=O)C 2-hydroxy-6-(2-{[4-({5-isopropyl-8-[3-(methanesulfonylmethyl)azetidin-1-yl]isoquinolin-3-yl}amino)pyrimidin-2-yl](methyl)amino}ethyl)benzaldehyde